(3S,4R)-4-((5-fluoro-4-(8-fluoro-4-(2-hydroxyprop-2-yl)-2-methylquinolin-6-yl)pyrimidin-2-yl)amino)tetrahydro-2H-pyran-3-ol FC=1C(=NC(=NC1)N[C@H]1[C@@H](COCC1)O)C=1C=C2C(=CC(=NC2=C(C1)F)C)C(C)(C)O